C(C)N1C(=NC2=C1C(=CC(=C2)C=O)F)C=2N1C(CN(C3=CC=CC(C2)=C13)CCCOC)CC [1-ethyl-2-[11-ethyl-9-(3-methoxypropyl)-1,9-diazatricyclo[6.3.1.04,12]dodeca-2,4(12),5,7-tetraen-2-yl]-7-fluoro-benzimidazol-5-yl]methanone